CN(C1CCN(CC1)CC1=CC=C(C=C1)B(O)O)C (4-([4-(DIMETHYLAMINO)PIPERIDIN-1-YL]METHYL)PHENYL)BORANEDIOL